methyl 2-[2-(4-fluorophenyl)-1,3-thiazole-5-sulfonylamino]-1,3-benzothiazole-5-carboxylate FC1=CC=C(C=C1)C=1SC(=CN1)S(=O)(=O)NC=1SC2=C(N1)C=C(C=C2)C(=O)OC